C(C)(C)(C)OC(CCOCC(NCCOCCOCCOCC(NC1=CC=CC=C1)=O)COCCC(=O)OC(C)(C)C)=O tert-butyl 13-((3-(tert-butoxy)-3-oxopropoxy)methyl)-l-1-oxo-1-(phenylamino)-3,6,9,15-tetraoxa-12-azaoctadecan-18-oate